COCC(C)NC=1C(=NC=C(C1)C#CC=1C=NC=CC1)C1CCN(C2=NC=CC=C12)C(=O)N 4-(((1-methoxypropane-2-yl)amino)-5-(pyridin-3-ylethynyl)pyridin-2-yl)-3,4-dihydro-1,8-naphthyridine-1(2H)-carboxamide